3-(4-methylpiperazin-1-yl)-4-((4-(5-(trifluoromethyl)-1,2,4-oxadiazol-3-yl)phenyl)amino)cyclobut-3-ene-1,2-dione CN1CCN(CC1)C=1C(C(C1NC1=CC=C(C=C1)C1=NOC(=N1)C(F)(F)F)=O)=O